Hafnium dichloride [Cl-].[Cl-].[Hf+2]